NC=1C=C(C#N)C=CC1N1C[C@@H](CCC1)O (R)-3-amino-4-(3-hydroxypiperidin-1-yl)benzonitrile